BrC1=CN(C2=CC=C(C=C12)OC(C)C)C(=O)OC(C)(C)C tert-butyl 3-bromo-5-(propan-2-yloxy)-1H-indole-1-carboxylate